3-[(3S)-3-[2-[2-fluoro-5-[(6-fluoro-4-methyl-1H-indol-5-yl)oxy]phenyl]-1H-imidazol-5-yl]-3-methyl-2H-benzofuran-7-yl]propanoic acid FC1=C(C=C(C=C1)OC=1C(=C2C=CNC2=CC1F)C)C=1NC(=CN1)[C@]1(COC2=C1C=CC=C2CCC(=O)O)C